racemic-2-(2,2-difluorocyclopropyl)ethanol FC1([C@@H](C1)CCO)F |r|